2-(3,4-dimethoxyphenyl)isonicotinamide COC=1C=C(C=CC1OC)C=1C=C(C(=O)N)C=CN1